3-[(4-chlorophenyl)amino]-1H,5H,6H,7H-pyrrolo[3,2-c]pyridin-4-one ClC1=CC=C(C=C1)NC1=CNC2=C1C(NCC2)=O